1-((1S,2S)-2-(1H-benzo[d]imidazol-2-yl)cyclopropane-1-carboxamido)-N-(3-(trifluoromethyl)phenyl)cyclopropane-1-carboxamide N1C(=NC2=C1C=CC=C2)[C@@H]2[C@H](C2)C(=O)NC2(CC2)C(=O)NC2=CC(=CC=C2)C(F)(F)F